C1COCCC12CCNCC2 3-Oxa-9-azaspiro[5.5]undecane